CN([C@@H](CS[C@@H]1C[C@@](O)([C@](O)([C@H](O1)C(O)OC(C)=O)OC(C)=O)OC(C)=O)C(=O)O)C(C1=CC=CC=C1)=O Methyl-N-benzoyl-S-(3,4,6-triacetoxy-2-deoxy-α-D-glucosyl)-L-cysteine